C(C)(C)C1=NOC(=N1)N1CCC(CC1)[C@H](C)OC=1SC2=NC(=CC=C2N1)C1=CC(=C(C=C1)S(=O)(=O)C)F 2-((S)-1-(1-(3-isopropyl-1,2,4-oxadiazol-5-yl)piperidin-4-yl)ethoxy)-5-(3-fluoro-4-(methylsulfonyl)phenyl)thiazolo[5,4-b]pyridine